2-(5-(7,8-dimethyl-[1,2,4]triazolo[1,5-a]pyridin-6-yl)-4-(2,2,2-trifluoroethyl)-1H-pyrazol-3-yl)-4-methyl-5-(piperidin-4-yl)thiazole CC1=C(C=2N(C=C1C1=C(C(=NN1)C=1SC(=C(N1)C)C1CCNCC1)CC(F)(F)F)N=CN2)C